2-(2,4-dimethoxyphenyl)-5-phenylthiophene COC1=C(C=CC(=C1)OC)C=1SC(=CC1)C1=CC=CC=C1